sodium tert-butylacrylate C(C)(C)(C)OC(C=C)=O.[Na]